CCC(C)=S 3-methyl-thioacetone